(3S,4R)-1-(4-((8-(3-(1H-imidazol-1-yl)azetidin-1-yl)-5-isopropyl-2,7-naphthyridin-3-yl)amino)pyrimidin-2-yl)-3-fluoro-3-methylpiperidin-4-ol N1(C=NC=C1)C1CN(C1)C=1N=CC(=C2C=C(N=CC12)NC1=NC(=NC=C1)N1C[C@]([C@@H](CC1)O)(C)F)C(C)C